cis-tert-butyl 3-(dimethylamino)-4-hydroxy-3-(3-(trifluoromethyl)phenethyl)piperidine-1-carboxylate CN([C@]1(CN(CC[C@H]1O)C(=O)OC(C)(C)C)CCC1=CC(=CC=C1)C(F)(F)F)C